N-(2-Chloro-6-fluoro-3-methoxyphenyl)-2-((1-methyl-1H-pyrazol-3-yl)amino)thiazole-5-carboxamide ClC1=C(C(=CC=C1OC)F)NC(=O)C1=CN=C(S1)NC1=NN(C=C1)C